CN1CCN(CC1)CC1=CC=C(C(=O)NC2=CC(=C(C=C2)C)NC2=NC=CC(=N2)C=2C=NC=CC2)C=C1 4-[(4-METHYL-1-PIPERAZINYL)METHYL]-N-(4-METHYL-3-{[4-(3-PYRIDINYL)-2-PYRIMIDINYL]-AMINO}PHENYL)BENZAMIDE